P(O)(=O)(OP(=O)(O)OP(=O)(O)O)OC[C@@H]1[C@H](C[C@@](O1)(N1C(=O)N=C(N)C=C1)NCC#C)O Propargylamino-2'-deoxycytidine-5'-Triphosphate